ClN1C=CC2=NC=CC(=C21)C=O chloro-1H-pyrrolo[3,2-B]pyridine-7-carbaldehyde